[Br-].[PH4+] phosphonium bromide salt